tert-butyl (R)-3-((2-cyano-4-fluorophenyl)amino)pyrrolidine-1-carboxylate C(#N)C1=C(C=CC(=C1)F)N[C@H]1CN(CC1)C(=O)OC(C)(C)C